N-[4-[2-[2-[[5-tert-butyl-2-(p-tolyl)pyrazol-3-yl]carbamoylamino]thiazol-5-yl]ethyl]-2-pyridyl]acetamide C(C)(C)(C)C=1C=C(N(N1)C1=CC=C(C=C1)C)NC(=O)NC=1SC(=CN1)CCC1=CC(=NC=C1)NC(C)=O